2-bromo-7-(piperidin-1-yl)-6H-dibenzo[b,f][1,4,5]oxathiazepine 5,5-dioxide BrC=1C=CC2=C(OC3=C(NS2(=O)=O)C(=CC=C3)N3CCCCC3)C1